FC(CCN(CCC1=CNC=2C=CC=C(C12)O)CCC(F)F)F 3-(2-(bis(3,3-difluoropropyl)amino)ethyl)-1H-indol-4-ol